5-(3-{4-[3-(dimethylamino)prop-1-yn-1-yl]-2-fluorophenoxy}-2-hydroxypropyl)-1,3-thiazole-4-carboxylic acid ethyl ester C(C)OC(=O)C=1N=CSC1CC(COC1=C(C=C(C=C1)C#CCN(C)C)F)O